(S)-3-(3-chlorophenyl)-N-hydroxy-4-(tetrahydro-2H-pyran-4-carbonyl)-2,3,4,5-tetrahydrobenzo[f][1,4]oxazepine-8-carboxamide ClC=1C=C(C=CC1)[C@H]1COC2=C(CN1C(=O)C1CCOCC1)C=CC(=C2)C(=O)NO